C(C)(C)(C)OC(=O)C1=COC=CN1 [1,4]oxazine-3(4H)-carboxylic acid tert-butyl ester